CN1N=C(C=C1N)C1=CC=C(C=C1)C(F)(F)F 1-methyl-3-(4-(trifluoromethyl)phenyl)-1H-pyrazol-5-amine